N-[3-(2-{[(pyrrolidin-3-yl)methyl]amino}quinazolin-7-yl)phenyl]prop-2-enamide N1CC(CC1)CNC1=NC2=CC(=CC=C2C=N1)C=1C=C(C=CC1)NC(C=C)=O